ClC1=NC(=C(C=N1)[N+](=O)[O-])CC1(CCCC2=CC=CC=C12)C(=O)OC 2-Chloro-6-((1-(methoxycarbonyl)-1,2,3,4-tetrahydronaphthalen-1-yl)methyl)-5-nitropyrimidine